O1C(OCC1)C=1C(=NC(=NC1N[C@H](C)C1=C(C(=CC=C1)[N+](=O)[O-])C)C)CC(=O)OC methyl (R)-2-(5-(1,3-dioxolan-2-yl)-2-methyl-6-((1-(2-methyl-3-nitrophenyl)ethyl)amino)pyrimidin-4-yl)acetate